2-methyl-9H-xanthen CC1=CC=2CC3=CC=CC=C3OC2C=C1